C(C)(C)(C)OC(=O)N1C2(CC(C1)(C2)COS(=O)(=O)C)C(=O)OC Methyl 2-(tert-butoxycarbonyl)-4-(((methylsulfonyl) oxy) methyl)-2-azabicyclo[2.1.1]hexane-1-carboxylate